ClC1=NC2=C(N1)C=C(C=C2C(F)(F)F)C(F)(F)F 2-chloro-4,6-bis(trifluoromethyl)-1H-benzo[d]imidazole